ClC1=C(C(Cl)Cl)C(=CC=C1)Cl 2,6-dichlorobenzylidene dichloride